N-{(3S)-4-[2-(4-chloro-3-fluorophenoxy)acetamido]-3-hydroxybicyclo[2.2.2]oct-1-yl}-3,4-dihydro-2H-1,4-benzoxazine-2-carboxamide ClC1=C(C=C(OCC(=O)NC23[C@H](CC(CC2)(CC3)NC(=O)C3OC2=C(NC3)C=CC=C2)O)C=C1)F